(R)-2-CYCLOPROPYLPENT-4-EN-1-YL METHANESULFONATE CS(=O)(=O)OC[C@H](CC=C)C1CC1